cyclohexan-1-carboxylat C1(CCCCC1)C(=O)[O-]